2,4,5-Trifluoroaniline FC1=C(N)C=C(C(=C1)F)F